C1(CCC1)CC=1C(=C2CCCC2=CC1)NC(=O)NS(=O)(=N)C=1OC=C(C1)C(C)(C)O N-((5-(cyclobutylmethyl)-2,3-dihydro-1H-inden-4-yl)carbamoyl)-4-(2-hydroxypropan-2-yl)furan-2-sulfonimidamide